N1(N=CC=C1)C1=NC=CC(=N1)B(O)O 2-(1H-PYRAZOL-1-YL)PYRIMIDINE-4-BORONIC ACID